2,5-diaminoaniline NC1=C(N)C=C(C=C1)N